C(#C)C1(CC1)C#N 1-ethynylcyclopropane-1-carbonitrile